[N+](=O)([O-])C1=CC=C(OP(=O)(OC2=CC=CC=C2)N[C@@H](C)C(=O)OCC2CCC2)C=C1 cyclobutylmethyl ((4-nitrophenoxy)(phenoxy)phosphoryl)-L-alaninate